CC1=C(C=C(C(=O)NC2=CC(=C(C=C2)CN2CCN(CC2)C)C(F)(F)F)C=C1)C=1C=C2C=CC(=NC2=CC1)NC1=CC=CC=C1 4-methyl-N-(4-((4-methylpiperazin-1-yl)methyl)-3-(trifluoromethyl)phenyl)-3-(2-(phenylamino)quinolin-6-yl)benzamide